(4R)-2-(5-aminopyridin-2-yl)-4-(3-chloro-2-fluorophenyl)-5-fluoro-6-({1-[(1S,2S)-2-fluorocyclopropane-1-carbonyl]azetidin-3-yl}amino)-4-methyl-3,4-dihydro-2,7-naphthyridin-1(2H)-one NC=1C=CC(=NC1)N1C(C2=CN=C(C(=C2[C@@](C1)(C)C1=C(C(=CC=C1)Cl)F)F)NC1CN(C1)C(=O)[C@H]1[C@H](C1)F)=O